NC(CN(C)C)C β-aminopropyldimethylamine